ClC=1C=C2C[C@@H]3[C@]4([C@](CCNCC4)(C2=C(C1O)Cl)CCN3CC3CC3)O (5aS,6R,11bS)-9,11-dichloro-14-(cyclopropylmethyl)-2,3,4,5,6,7-hexahydro-6,11b-(epiminoethano)naphtho[1,2-d]azepine-5a,10(1H)-diol